di-ethyl-hexanoic acid C(C)C(C(=O)O)(CCCC)CC